tert-butyl (3R,4S)-4-{[5-chloro-7-(1-ethylcyclobutyl)imidazo[4,3-f][1,2,4]triazin-2-yl]amino}-3-fluoropiperidine-1-carboxylate ClC=1N=C(N2N=C(N=CC21)N[C@@H]2[C@@H](CN(CC2)C(=O)OC(C)(C)C)F)C2(CCC2)CC